CC(CC1=CC=CC=C1)(CC(C)C)NC(=O)C=1C=C2C(=NC1)C=CN2 N-(2,4-dimethyl-1-phenylpentan-2-yl)-1H-pyrrolo[3,2-b]pyridine-6-carboxamide